CC([O-])C.[Ce+3].CC([O-])C.CC([O-])C cerium isopropoxide